C(C)N(CCCCCCCCSC1=C2CN(C(C2=CC=C1)=O)C1C(NC(CC1)=O)=O)CC 3-(4-((8-(diethylamino)octyl)thio)-1-oxoisoindolin-2-yl)piperidine-2,6-dione